6-Methyl-2-({[5-(4-methylphenyl)-1,3-oxazol-2-yl]methyl}sulfanyl)pyrimidin-4-amin CC1=CC(=NC(=N1)SCC=1OC(=CN1)C1=CC=C(C=C1)C)N